(2S)-2-({5-[(2-hydroxypyridin-3-yl)methoxy]-2-methyl-1-benzothiophen-3-yl}formamido)propanamide OC1=NC=CC=C1COC=1C=CC2=C(C(=C(S2)C)C(=O)N[C@H](C(=O)N)C)C1